CC1(OC2=CC(=CC=C2C=C1C=C)S(=O)(=O)C)C 2,2-dimethyl-7-(methylsulfonyl)-3-vinyl-2H-chromene